1-(methylsulfonyl)-4-(4,4,5,5-tetramethyl-1,3,2-dioxaborolan-2-yl)-1H-pyrazole CS(=O)(=O)N1N=CC(=C1)B1OC(C(O1)(C)C)(C)C